5-Bromo-3-fluoro-6-isopropoxypyridin-2-amine BrC=1C=C(C(=NC1OC(C)C)N)F